4-amino-N-(1'-methyl-1'H-spiro[cyclohexane-1,4'-pyrimido[5',4':4,5]pyrrolo[2,1-c][1,2,4]triazin]-7'-yl)benzenesulfonamide NC1=CC=C(C=C1)S(=O)(=O)NC=1N=CC=2C=C3N(N=CC4(N3C2N1)CCCCC4)C